4-[1-(pyridin-4-yl)ethyl]Benzamide N1=CC=C(C=C1)C(C)C1=CC=C(C(=O)N)C=C1